tert-butyl (3S)-3-({8-carbamoyl-6-[4-(1,1-difluoro-2-hydroxy-2-methylpropoxy)phenyl]pyrido[3,2-d]pyrimidin-4-yl}amino)piperidine-1-carboxylate C(N)(=O)C1=CC(=NC2=C1N=CN=C2N[C@@H]2CN(CCC2)C(=O)OC(C)(C)C)C2=CC=C(C=C2)OC(C(C)(C)O)(F)F